tris(9,9-dimethyl-9H-fluoren-2-yl)amine CC1(C2=CC=CC=C2C=2C=CC(=CC12)N(C1=CC=2C(C3=CC=CC=C3C2C=C1)(C)C)C1=CC=2C(C3=CC=CC=C3C2C=C1)(C)C)C